dibutoxyphosphine oxide C(CCC)OP(OCCCC)=O